1,3-dioxoisoindolin-2-yl 1,4-dioxane-2-carboxylate O1C(COCC1)C(=O)ON1C(C2=CC=CC=C2C1=O)=O